C(C1=CC=CC=C1)C1(CC(=NO1)COC1=CC=CC=C1)C(=O)N[C@@H](CC(C)C)B(O)O (1R)-1-(5-benzyl-3-(phenoxymethyl)-4,5-dihydroisoxazole-5-carboxamido)-3-methylbutylboronic acid